CP(ON1N=CC(=C1)C=1SC=C(N1)C(NC=1C(=NN(C1)C1CCC(CC1)OCC)C1=NC(=CC=C1F)F)=O)([O-])=O (4-(4-((3-(3,6-difluoropyridin-2-yl)-1-((1r,4r)-4-ethoxycyclohexyl)-1H-pyrazol-4-yl) carbamoyl) thiazol-2-yl)-1H-pyrazol-1-yl) methylphosphonate